(E)-2,6-dihydroxy-5'-methyl-4-pentyl-N-(prop-1-en-1-ylsulfonyl)-1',2',3',4'-tetrahydro-[1,1'-biphenyl]-3-carboxamide OC1=C(C(=CC(=C1C(=O)NS(=O)(=O)\C=C\C)CCCCC)O)C1CCCC(=C1)C